behenyl-dimethylbenzyl-ammonium chloride [Cl-].C(CCCCCCCCCCCCCCCCCCCCC)[N+](CC1=CC=CC=C1)(C)C